NCC1=NNC(C2=C(C=C(C=C12)C1=C(N(N=C1)C)C=1C(=CC2=CC=CC=C2C1Cl)C#N)Cl)=O (P)-3-[4-[4-(aminomethyl)-8-chloro-1-oxo-2H-phthalazin-6-yl]-2-methyl-pyrazol-3-yl]-4-chloro-naphthalene-2-carbonitrile